CS(=O)(C)=NC1=CC=CC(=N1)C=1SC2=C(C1)N(C(=N2)CCOC)CCCCNC(=O)OC(C)(C)C 6-((dimethyl-(oxo)-λ6-sulfanylidene)amino)pyridin-2-yl-(4-((tert-butoxycarbonyl)amino)butyl)-2-(2-methoxyethyl)-1H-imidazo[4,5-d]thiophene